3-(6-(Chloromethyl)-3-fluoropyridazin-4-yl)piperidine-2,6-dione ClCC1=CC(=C(N=N1)F)C1C(NC(CC1)=O)=O